5-(2-chloro-5-(isobutyrylaminomethyl)benzoylamino)-N-(4-chlorophenyl)-1-(3-methoxypropyl)-1H-indole-2-carboxamide ClC1=C(C(=O)NC=2C=C3C=C(N(C3=CC2)CCCOC)C(=O)NC2=CC=C(C=C2)Cl)C=C(C=C1)CNC(C(C)C)=O